N'-[(1,3-phenylene)bis(3,1-phenylene)]bismaleimide C1(=CC(=CC=C1)C=1C=C(C=CC1)C=1C(=O)NC(C1)=O)C=1C=C(C=CC1)C=1C(=O)NC(C1)=O